ClC1=NC=C(C(=N1)NC1=C(C=C(C=C1)Cl)OC(C)C)C#N 2-chloro-4-((4-chloro-2-isopropoxyphenyl)amino)pyrimidine-5-carbonitrile